7-(3-bromo-5-methoxyphenyl)-5H-pyrrolo[3,2-d]pyrimidin-2-amine BrC=1C=C(C=C(C1)OC)C1=CNC2=C1N=C(N=C2)N